N1-(methyl-d3)-4-(6-methyl-[1,2,4]triazolo[1,5-a]pyridin-2-yl)-2,7-naphthyridine-1,6-diamine C(NC1=NC=C(C2=CC(=NC=C12)N)C1=NN2C(C=CC(=C2)C)=N1)([2H])([2H])[2H]